2-benzyl-6-bromo-2,3-dihydro-1H-benzo[de]isoquinoline C(C1=CC=CC=C1)N1CC2=CC=CC=3C2=C(C1)C=CC3Br